ClC1=C(C(=C(C=C1OC)OC)Cl)C1=CC2=C(N=C(N=C2)SC)C(=N1)NCCS(=O)(=O)CC 6-(2,6-dichloro-3,5-dimethoxyphenyl)-N-(2-(ethylsulfonyl)ethyl)-2-(methylthio)pyrido[3,4-d]pyrimidine-8-amine